2-(((2,3-dihydrobenzofuran-5-yl)methyl)(1-(3-fluoropyridin-2-yl)ethyl)amino)-2-oxoacetic acid O1CCC2=C1C=CC(=C2)CN(C(C(=O)O)=O)C(C)C2=NC=CC=C2F